C(C)(C)(C)OC(=O)N1CC=2N=CN=C(C2C1)N1C[C@](CCC1)(C)O 4-((R)-3-hydroxy-3-methylpiperidin-1-yl)-5,7-dihydro-6H-pyrrolo[3,4-d]-pyrimidine-6-carboxylic acid tert-butyl ester